C(OCC(C)C)(OC=1C(=NC=CC1OC)C(N[C@@H](C)C=1OC(=NN1)C1=CC=CC=C1)=O)=O (S)-isobutyl (4-methoxy-2-((1-(5-phenyl-1,3,4-oxadiazol-2-yl)ethyl)carbamoyl)pyridin-3-yl) carbonate